[1,4]oxazin-2-one hydrochloride Cl.O1C(C=NC=C1)=O